N(=[N+]=[N-])C1=CC=C(C=C1)[C@H](C)NC=1C2=C(N=CN1)SC=C2 N-[(1S)-1-(4-azidophenyl)ethyl]thieno[2,3-d]pyrimidin-4-amine